6-bromo-8-fluoroimidazo[1,2-a]pyridine-2-carboxylic acid BrC=1C=C(C=2N(C1)C=C(N2)C(=O)O)F